(E)-3-(3,7-dimethylocta-2,6-dien-1-yl)-2,4-dihydroxy-6-(oct-7-en-1-yl)benzoic acid C\C(=C/CC=1C(=C(C(=O)O)C(=CC1O)CCCCCCC=C)O)\CCC=C(C)C